(4-(1,4-dimethyl-1H-pyrazol-5-yl)-5-fluoropyrimidin-2-yl)piperidine-4-carboxylic acid CN1N=CC(=C1C1=NC(=NC=C1F)N1CCC(CC1)C(=O)O)C